4-(2,3-dimethylphenyl)-7-(4-methylthiazol-5-yl)-2-(2,6-diazaspiro[3.4]octan-6-yl)-1,5-naphthyridine-3-carbonitrile hydrochloride Cl.CC1=C(C=CC=C1C)C1=C(C(=NC2=CC(=CN=C12)C1=C(N=CS1)C)N1CC2(CNC2)CC1)C#N